coumarone acetate C(C)(=O)O.O1C=CC2=CC=CC=C12